FC(OC1=CC=C(C=C1)S(=O)(=O)NC1=NC=NN2C1=CC=C2C=2C=C1C=NC(=NC1=C(C2)CC)N[C@@H]2CNCCC2)F (S)-4-(difluoromethoxy)-N-(7-(8-ethyl-2-(piperidin-3-ylamino)quinazolin-6-yl)pyrrolo[2,1-f][1,2,4]triazin-4-yl)benzenesulfonamide